BrC1=NC(=C(C=2N=C(NC(C21)=O)SCC)F)Cl 5-bromo-7-chloro-2-(ethylsulfanyl)-8-fluoropyrido[4,3-d]pyrimidin-4(3H)-one